trans-[4-[[5-(2,5-dimethylpyrazol-3-yl)-3-pyridyl]methyl]cyclohexyl]-[(3S)-3-pyrazin-2-ylisoxazolidin-2-yl]methanone CN1N=C(C=C1C=1C=C(C=NC1)C[C@@H]1CC[C@H](CC1)C(=O)N1OCC[C@H]1C1=NC=CN=C1)C